C(#N)C=1C(=CC(=NC1)NC(=O)N1CCCC2=CC(=C(N=C12)C=O)CN1C(CN(CC1)C)=O)NCC(C)SC N-(5-cyano-4-((2-(methylthio)-propyl)amino)pyridin-2-yl)-7-formyl-6-((4-methyl-2-oxopiperazin-1-yl)methyl)-3,4-dihydro-1,8-naphthyridine-1(2H)-carboxamide